FC(C(=O)O)(F)F.FC(C(=O)O)(F)F.N1C(=CC=2C=NC=CC21)CNC(CN2C(C(=NC=C2C2=CC=CC=C2)N2CC1(CC2)CCNCC1)=O)=O N-((1H-pyrrolo[3,2-c]pyridin-2-yl)methyl)-2-(2-oxo-6-phenyl-3-(2,8-diazaspiro[4.5]decan-2-yl)pyrazin-1(2H)-yl)acetamide di-trifluoroacetate